3-methanesulfonylazetidin CS(=O)(=O)C1CNC1